tert-Butyl 4-(4-(1-aminopropan-2-yl)phenyl)piperazine-1-carboxylate NCC(C)C1=CC=C(C=C1)N1CCN(CC1)C(=O)OC(C)(C)C